1-[3-cyclopropyl-5-(isobutylsulfamoyl)-8,9-dihydro-7H-cyclopenta[h]isoquinolin-7-yl]-3-(3-pyridyl)thiourea C1(CC1)C=1N=CC2=C3C(=CC(=C2C1)S(NCC(C)C)(=O)=O)C(CC3)NC(=S)NC=3C=NC=CC3